5,6,7,8-tetrahydroimidazo[1,5-a]pyridin-8-amine C=1N=CN2C1C(CCC2)N